2-chloro-4-fluoro-phenol ClC1=C(C=CC(=C1)F)O